CO[C@H](CN)C (2s)-2-methoxypropan-1-amine